NC=1C=C(C=C2C=C(N=CC12)NC(=O)NC(C)C)N1C(OC[C@H]1C)=O |r| (+/-)-1-[8-amino-6-(4-methyl-2-oxo-oxazolidin-3-yl)-3-isoquinolinyl]-3-isopropyl-urea